ClC1=C(C(=CC(=C1)C)Cl)NC=1N(C2=NC(=NC=C2N1)NC1CCOCC1)C1CCC(CC1)C(=O)N (1s,4s)-4-(8-(2,6-dichloro-4-methylphenylamino)-2-(tetrahydro-2H-pyran-4-ylamino)-9H-purin-9-yl)cyclohexanecarboxamide